C(#N)C1=NC2=CC(=CC(=C2N=C1N1CC(C1)C#N)[C@@H](C)NC1=C(C(=O)O)C=CC=C1)C (R)-2-((1-(2-cyano-3-(3-cyanoazetidin-1-yl)-7-methylquinoxalin-5-yl)ethyl)amino)benzoic acid